N1=C(C=C(C2=CC=CC=C12)C(=O)O)C1=CC=NC2=CC=CC=C12 2,4'-biquinoline-4-carboxylic acid